CNC1=NC(=NC=C1C(F)(F)F)NC1=C2C=NN(C2=CC(=C1)C(F)(F)F)CC#N 2-(4-((4-(methylamino)-5-(trifluoromethyl)pyrimidin-2-yl)amino)-6-(trifluoromethyl)-1H-indazol-1-yl)acetonitrile